4-bromo-3-(difluoromethyl)-1-(oxetan-3-yl)-1H-pyrazole BrC=1C(=NN(C1)C1COC1)C(F)F